3-trifluoromethyl-3-methylimidazolium bromide [Br-].FC([N+]1(C=NC=C1)C)(F)F